ClC=1C=C2C(=NC1COC)SC(=C2C#N)C=2N(N=CC2)C 5-chloro-6-(methoxymethyl)-2-(2-methylpyrazol-3-yl)thieno[2,3-b]pyridine-3-carbonitrile